NCC1=CC(=NN1C)C1=C2CN(C(C2=CC=C1)=O)C1C(NC(CC1)=O)=O 3-(4-(5-(aminomethyl)-1-methyl-1H-pyrazol-3-yl)-1-oxoisoindolin-2-yl)piperidine-2,6-dione